ClC1=C(C(=CC=C1)C1=NC2=C(N1)C=C(C(=C2)F)OC)C=2C(=CC(=CC2)C(NCC(C2=CC=CC=C2)C2=CC=CC=C2)=O)C(=O)O (S)-2'-chloro-4-[(2,2-diphenylethyl)carbamoyl]-6'-(5-fluoro-6-methoxy-1H-1,3-benzodiazol-2-yl)-[1,1'-biphenyl]-2-carboxylic acid